COC(=O)C1(C(C2=C(C=CC(=C2C1)F)F)=O)O 4,7-difluoro-2-hydroxy-1-oxo-indan-2-carboxylic acid methyl ester